O[C@H]1C[C@@H](N(CC1)C(=O)OC(C)(C)C)C(F)(F)F tert-Butyl trans-4-hydroxy-2-(trifluoromethyl)piperidine-1-carboxylate